1-((2-(isopropylamino)pyridin-4-yl)methyl)-3-(4-(1-methoxycyclopropyl)phenyl)-5,5-dimethylimidazolidine-2,4-dione C(C)(C)NC1=NC=CC(=C1)CN1C(N(C(C1(C)C)=O)C1=CC=C(C=C1)C1(CC1)OC)=O